C(#N)C1=CC(=C(C=C1F)C#CC12CC(C1)(C2)NC(OC(C)(C)C)=O)NC2CCC2 tert-butyl (3-((4-cyano-2-(cyclobutylamino)-5-fluorophenyl)ethynyl)bicyclo[1.1.1]pentan-1-yl)carbamate